ClC1=C(C=CC(=C1)Cl)S(=O)(=O)N1CC(C1)(C(=O)OCC)COS(=O)(=O)C Ethyl 1-((2,4-dichlorophenyl)sulfonyl)-3-(((methylsulfonyl)oxy)methyl)azetidine-3-carboxylate